3-Methyl-5-(N-(2-(4-(tert-Butoxycarbonyl)piperazin-1-yl)phenyl)-N-phenethylsulfamoyl)benzofuran-2-carboxylic acid ethyl ester C(C)OC(=O)C=1OC2=C(C1C)C=C(C=C2)S(N(CCC2=CC=CC=C2)C2=C(C=CC=C2)N2CCN(CC2)C(=O)OC(C)(C)C)(=O)=O